COC(=O)C1=C(C=2N(C(=N1)N1CCC3(CC1)[C@@H](C1=CC=CC=C1C3)NS(=O)C(C)(C)C)C=CN2)I 5-((1S)-1-((tert-butylsulfinyl)amino)-1,3-dihydrospiro[indene-2,4'-piperidine]-1'-yl)-8-iodoimidazo[1,2-c]Pyrimidine-7-carboxylic acid methyl ester